C(C=CC)(=O)OC(C(=O)OC(C)CC)(C)C Sec-Butyl α-2-Butenoyloxyisobutyrate